FC=1C(=C2C=NN(C2=CC1O)C1=CC=C(C=C1)N1CCN(CC1)S(=O)(=O)C)C(F)(F)F 5-Fluoro-1-(4-(4-(methylsulfonyl)piperazin-1-yl)phenyl)-4-(trifluoromethyl)-1H-indazol-6-ol